ClC1=CC=C(C=C1)C1=C[C@H]2[C@@H]([C@H]2C1)C1=NOC(=N1)CN1C=NC=2N=CN(C2C1=O)C 1-((3-((1S,5S,6R)-3-(4-chlorophenyl)bicyclo[3.1.0]hex-2-en-6-yl)-1,2,4-oxadiazol-5-yl)methyl)-7-methyl-1,7-dihydro-6H-purin-6-one